copper-gold-platinum-ruthenium [Ru].[Pt].[Au].[Cu]